ClC1=C(C=CC=C1C1=NC(=C(C=C1)C=O)OC)C1=C(C(=CC=C1)C1=C(C(N(C(N1C)=O)C)=O)C(=O)N)C (2'-chloro-3'-(5-formyl-6-methoxypyridin-2-yl)-2-methyl-[1,1'-biphenyl]-3-yl)-1,3-dimethyl-2,4-dioxo-1,2,3,4-tetrahydropyrimidine-5-carboxamide